O=C(C(=O)OCC#CC(=O)OC(C)C)C Isopropyl 4-((2-oxopropanoyl)oxy)but-2-ynoate